5-(1-methyl-1H-pyrazol-4-yl)pyridinecarboxaldehyde CN1N=CC(=C1)C=1C=CC(=NC1)C=O